3-phenylamino-5-phenyl-1H-1,2,4-triazole C1(=CC=CC=C1)NC1=NNC(=N1)C1=CC=CC=C1